Cl.CNC1CCS(CC1)(=O)=O N-methyl-1,1-dioxo-thiacyclohexan-4-amine hydrochloride